C(C1=CC=CC=C1)OC(=O)[C@H]1N=CO[C@@H]1C1=CC(=CC=C1)[N+](=O)[O-].C(C=C)(=O)OCC[NH+](C)C [2-(acryloyloxy)ethyl]dimethyl-ammonium benzyl-(4S,5R)-5-(3-nitrophenyl)-4,5-dihydro-oxazole-4-carboxylate